OCC=1C=C(C=CC1N1C[C@H](CC1)OC1=NC=C(C=C1)C(F)(F)F)C1=C(C=CC=C1)C(C)O 1-(3'-(hydroxymethyl)-4'-((S)-3-(5-(trifluoromethyl)pyridin-2-yloxy)pyrrolidin-1-yl)biphenyl-2-yl)ethanol